1-methyl-3-(4-methylbenzoyl)-N-(1-methylcyclopropyl)-2-oxo-benzimidazole-5-sulfonamide CN1C(N(C2=C1C=CC(=C2)S(=O)(=O)NC2(CC2)C)C(C2=CC=C(C=C2)C)=O)=O